CN(C)C=NC1SSC=N1 ((dimethylamino-methylene)amino)-3H-1,2,4-dithiazole